FC(OC1=CC=C(C=C1)NC(N[C@H]1[C@H]2CN([C@@H]1C2)C(=O)OC(C)(C)C)=O)(F)F Tert-butyl (1R,4R,5S)-5-(3-(4-(trifluoromethoxy)phenyl)ureido)-2-azabicyclo[2.1.1]hexane-2-carboxylate